2,2-diphenyl-4-(pyridin-3-yl)-1,2-dihydroquinazoline C1(=CC=CC=C1)C1(NC2=CC=CC=C2C(=N1)C=1C=NC=CC1)C1=CC=CC=C1